FC=1C=NC(=NC1)[C@]12CC[C@@H](C[C@@H]2C1)OC[C@@H]1N([C@@H](C[C@@H]1NS(=O)(=O)C(CC)C)C)C(=O)OC methyl (2R,3S,5R)-2-((((1S,3S,6R)-6-(5-fluoropyrimidin-2-yl)bicyclo[4.1.0]heptan-3-yl)oxy)methyl)-5-methyl-3-((1-methylpropyl)sulfonamido)pyrrolidine-1-carboxylate